5-(1H-Pyrazol-4-yl)-2-[5-(spiro[8-azabicyclo[3.2.1]octane-3,3'-azetidin]-1'-yl)[1,3]thiazolo[5,4-d][1,3]thiazol-2-yl]phenol N1N=CC(=C1)C=1C=CC(=C(C1)O)C=1SC=2N=C(SC2N1)N1CC2(C1)CC1CCC(C2)N1